oxolanol O1C(CCC1)O